(S)-tert-butyl (1-((3-carbamoyl-1-(2-((2-((3-chloro-2-fluorobenzyl)amino)-2-oxoethyl)(cyclopropyl)amino)-2-oxoethyl)-1H-indazol-5-yl)carbamoyl)piperidin-3-yl)carbamate C(N)(=O)C1=NN(C2=CC=C(C=C12)NC(=O)N1C[C@H](CCC1)NC(OC(C)(C)C)=O)CC(=O)N(C1CC1)CC(=O)NCC1=C(C(=CC=C1)Cl)F